FC1=CC=C(C=C1)C(N1C(CN(CC1)C(=O)OC(C)(C)C)C(=O)OC1CC1)C1=CC=C(C=C1)F 1-(tert-butyl) 3-cyclopropyl 4-(bis(4-fluorophenyl)methyl)piperazine-1,3-dicarboxylate